2-((5Z,8Z,11Z,14Z,17Z)-icosa-5,8,11,14,17-pentaen-1-yloxy)-N-(2-isocyanatoethyl)butanamide C(CCC\C=C/C\C=C/C\C=C/C\C=C/C\C=C/CC)OC(C(=O)NCCN=C=O)CC